N=1C=CN2C1C=CC(=C2)C2=CNC=1N=C(N=C(C12)OC)N[C@@H]1CCC(N(C1)C)=O (R)-5-((5-(imidazo[1,2-a]pyridin-6-yl)-4-methoxy-7H-pyrrolo[2,3-d]pyrimidin-2-yl)amino)-1-methylpiperidin-2-one